4-[2-(2-oxo-1-pyridyl)ethyl-[4-(5,6,7,8-tetrahydro-1,8-naphthyridin-2-yl)butyl]amino]-2-[[2-phenylpropanoyl]amino]butanoic acid O=C1N(C=CC=C1)CCN(CCC(C(=O)O)NC(C(C)C1=CC=CC=C1)=O)CCCCC1=NC=2NCCCC2C=C1